N-[(1R)-1-[3-amino-5-(trifluoromethyl)phenyl]ethyl]-6-oxo-1-[3-(pyrrolidin-1-yl)phenyl]-1,6-dihydropyridine-3-carboxamide NC=1C=C(C=C(C1)C(F)(F)F)[C@@H](C)NC(=O)C1=CN(C(C=C1)=O)C1=CC(=CC=C1)N1CCCC1